5-acetyl-3-(trifluoromethyl)-6,7,7a,8,10,11-hexahydropyrazino[1,2-d]pyrido[3,2-b][1,4]diazepin C(C)(=O)N1C2=C(N3C(CC1)CNCC3)N=CC(=C2)C(F)(F)F